[4-(benzyloxy)quinolin-8-yl]acetic acid C(C1=CC=CC=C1)OC1=CC=NC2=C(C=CC=C12)CC(=O)O